(2-methyl-5,6-dihydroimidazo[1,2-a]pyrazin-7(8H)-yl)(3-(4-((1-methylpiperidin-4-yl)oxy)quinazolin-6-yl)-1H-pyrrolo[2,3-b]pyridin-5-yl)methanone CC=1N=C2N(CCN(C2)C(=O)C=2C=C3C(=NC2)NC=C3C=3C=C2C(=NC=NC2=CC3)OC3CCN(CC3)C)C1